1,3,3-trimethyl-5-(2-pentyl)cyclohexanecarbonitrile CC1(CC(CC(C1)C(C)CCC)(C)C)C#N